(3-bromopropyl)oxirane 1-chloroethyl-2-(7,8-dimethyl-[1,2,4]triazolo[1,5-a]pyridin-6-yl)-3-isopropyl-5-(piperidin-4-yl)-1H-indole-1-carboxylate ClC(C)OC(=O)N1C(=C(C2=CC(=CC=C12)C1CCNCC1)C(C)C)C=1C(=C(C=2N(C1)N=CN2)C)C.BrCCCC2OC2